1-(4-hydroxybutyl)-3-(4-(2-(4-methoxyphenyl)propan-2-yl)thiazol-2-yl)urea OCCCCNC(=O)NC=1SC=C(N1)C(C)(C)C1=CC=C(C=C1)OC